C1=C(C=CC2=CC=CC=C12)N=CCC1=CC=CC(=N1)C(C)=O 6-(2-Naphthylimino)ethyl-2-acetylpyridin